CC1=CC=C(C=C1)CCCC(=O)O 4-(4-methylphenyl)butanoic acid